5-chloro-N-ethyl-3-fluoro-2-nitroaniline ClC=1C=C(C(=C(NCC)C1)[N+](=O)[O-])F